tert-butyl (3-((4-hydroxypyridin-3-yl)amino)-3-oxopropyl)carbamate OC1=C(C=NC=C1)NC(CCNC(OC(C)(C)C)=O)=O